2-(2-hydroxyethyl)-[1,2,4]triazolo[4,3-a]pyridin-3(2H)-one OCCN1N=C2N(C=CC=C2)C1=O